S1C(=NC2=C1C=CC=C2)NC2=C(C=C(N=N2)N(CCCO)C=2SC=C(N2)C(=O)O)C ({6-[(1,3-benzothiazol-2-yl)amino]-5-methylpyridazin-3-yl}(3-hydroxypropyl)amino)-1,3-thiazole-4-carboxylic acid